ClC=1C(=C(C=C2C=C(N=CC12)NC(=O)[C@H]1[C@@H](C1)C#N)C=1C=NC=CC1C)C#N |r| (+-)-trans-N-[8-chloro-7-cyano-6-(4-methyl-3-pyridyl)-3-isoquinolinyl]-2-cyano-cyclopropanecarboxamide